C(C)(C)(C)OC(=O)NC(CCC(=O)[O-])C(=O)NCCN1N=CC(=C1)C1=C(C=CC(=C1)C=1C(=NNC1)C1=NC(=CC=C1)C)F 4-((tert-butoxycarbonyl)amino)-5-((2-(4-(2-fluoro-5-(3-(6-methylpyridin-2-yl)-1H-pyrazol-4-yl)phenyl)-1H-pyrazol-1-yl)ethyl)amino)-5-oxopentanoate